(7S)-2-((trans-3-((3,4-difluorobenzyl)oxy)-cyclobutyl)amino)-4,5,7,8-tetramethyl-7,8-dihydropteridin-6(5H)-one FC=1C=C(CO[C@@H]2C[C@H](C2)NC2=NC=3N([C@H](C(N(C3C(=N2)C)C)=O)C)C)C=CC1F